O1CCN(CC1)C1=CC=C(C(=O)NC=2N=NC(=CC2)N2CCN(CC2)C2=NC=CC=C2)C=C1 4-Morpholino-N-[6-[4-(2-pyridyl)piperazin-1-yl]pyridazin-3-yl]benzamid